2-cyano-2,3-diisopropylbutanedioic acid 1-methyl ester COC(C(C(C(=O)O)C(C)C)(C(C)C)C#N)=O